OC1=C(C=C(C=C1)C(C(=O)O)(O)C)OC 4-hydroxy-3-methyloxyphenyl-lactic acid